N=1N=C(N2C1CCC2)C=2N=CC(=NC2)OCC=2C(=NOC2C)C2=CC=C(C=C2)F 4-(((5-(6,7-dihydro-5H-pyrrolo[2,1-c][1,2,4]triazol-3-yl)pyrazin-2-yl)oxy)methyl)-3-(4-fluorophenyl)-5-methylisoxazole